C(CCC(=O)O)(=O)O.N[C@@H](CCCNC(N)=N)C(=O)O arginine Succinate